hexacyanoiron C(#N)[Fe](C#N)(C#N)(C#N)(C#N)C#N